FC(C1=NOC2=C1C=C(C=C2)[C@@H]2[C@H](C2)C=2C=1N(N=C(C2)C=2C(NC(NC2)=O)=O)C=CN1)(F)F 5-(8-((1S,2S)-2-(3-(trifluoromethyl)benzo[d]isoxazol-5-yl)cyclopropyl)imidazo[1,2-b]pyridazin-6-yl)pyrimidine-2,4(1H,3H)-dione